COC=1C=2N(C=C(C1)C=1C=NN(C1C)C1CCN(CC1)C(=O)OC(C)(C)C)N=CC2 tert-Butyl 4-[4-(4-methoxypyrazolo[1,5-a]pyridin-6-yl)-5-methyl-pyrazol-1-yl]piperidine-1-carboxylate